NC1=C2N=C(N(C2=NC=N1)CCNC(=O)C1CC1)SC=1C=C2C(CCC2=CC1I)F Cyclopropanecarboxylic acid {2-[6-amino-8-(3-fluoro-6-iodo-indan-5-ylsulfanyl)-purin-9-yl]-ethyl}-amide